FC(S(=O)(=O)C1=CN(C=2CCC([C@H](C12)O)(F)F)C=1C=CC(=C(C#N)C1)F)F (S)-5-(3-((difluoromethyl)sulfonyl)-5,5-difluoro-4-hydroxy-4,5,6,7-tetrahydro-1H-indol-1-yl)-2-fluorobenzonitrile